C(C)OC(=O)C=1C=NC(=CC1C1CCC(CC1)OC)C(C)(C)C 6-tert-butyl-4-(4-methoxycyclohexyl)pyridine-3-carboxylic acid ethyl ester